2-[3-(3-bromophenyl)ureido]-4-methoxy-N-(2-amino-ethyl)benzamide BrC=1C=C(C=CC1)NC(NC1=C(C(=O)NCCN)C=CC(=C1)OC)=O